7-Nitro-3,4-dihydroisoquinoline-1(2H)-one [N+](=O)([O-])C1=CC=C2CCNC(C2=C1)=O